C(C1=CC=CC=C1)OC([C@@H](NC(F)F)CC(C)C)=O difluoromethyl-leucine benzyl ester